Cl.NCC(=O)C1=CC(=C(C=C1)Cl)Cl 2-amino-1-(3,4-dichlorophenyl)ethan-1-one hydrochloride